I.FC=1C=C(C=CC1)CCN m-fluorophenylethylamine hydriodide